C1(CC1)C1=NC(=CC=C1O[C@@H]1C[C@H](CCC1)C(=O)O)C=1N=NN(C1COC(N(C)C1C(C1)(F)F)=O)C (1S,3S)-3-((2-cyclopropyl-6-(5-((((2,2-difluorocyclopropyl)(methyl)carbamoyl)oxy)methyl)-1-methyl-1H-1,2,3-triazol-4-yl)pyridin-3-yl)oxy)cyclohexane-1-carboxylic acid